N-(3-((4-((2-cyclopropyl-4-phenylthiazol-5-yl)oxy)pyridin-2-yl)amino)phenyl)ethanesulfonamide tert-butyl-(7-chloro-2-oxo-2,3,4,5-tetrahydro-1H-1-benzazepin-4-yl)carbamate C(C)(C)(C)N(C(O)=O)C1CC(NC2=C(C1)C=C(C=C2)Cl)=O.C2(CC2)C=2SC(=C(N2)C2=CC=CC=C2)OC2=CC(=NC=C2)NC=2C=C(C=CC2)NS(=O)(=O)CC